5-methyl-1,3-benzenediacetonitrile CC=1C=C(C=C(C1)CC#N)CC#N